O=C1N(C=CC(N1)=O)[C@H]1C[C@@H]2OP(OC[C@H]2O1)(=O)OCC1=C(C(=O)OC(C)C)C=CC=C1 Isopropyl 2-((((4aR,6R,7aS)-6-(2,4-dioxo-3,4-dihydropyrimidin-1(2H)-yl)-2-oxidotetrahydro-4H-furo[3,2-d][1,3,2]dioxaphosphinin-2-yl)oxy)methyl)benzoate